N1(C=NC=C1)CN1C(CC(C1)C1=CC=CC=C1)=O (+)-1-(1H-imidazol-1-ylmethyl)-4-phenylpyrrolidin-2-one